3-Amino-6-chloro-4-pyridin-3-yl-1H-quinolin-2-one NC=1C(NC2=CC=C(C=C2C1C=1C=NC=CC1)Cl)=O